ClC=1C=C(C(=O)O)C=C(C1N1C=C(C2=NC=C(C=C21)C=2C(=NOC2C)C)CC2=C(C=CC=C2)Cl)Cl 3,5-dichloro-4-(3-(2-chlorobenzyl)-6-(3,5-dimethylisoxazol-4-yl)-1H-pyrrolo[3,2-b]pyridin-1-yl)benzoic acid